COC=1C=C(C=CC1OC)C=1NC2=CC=C(C=C2C1CC)CN1CC2CN(CC2C1)C(C)C 2-(3,4-Dimethoxyphenyl)-3-ethyl-5-{[5-(propan-2-yl)-octahydropyrrolo[3,4-c]pyrrol-2-yl]methyl}-1H-indol